C(C)N(C1=CC=C(C=C1)CN1CCC2(CN(C2)C2=NC=NC3=CC=C(C=C23)CC(F)(F)F)CC1)CC1CCC(CC1)NS(=O)(=O)CC N-((1R,4R)-4-((ethyl-(4-((2-(6-(2,2,2-trifluoroethyl)quinazolin-4-yl)-2,7-diazaspiro[3.5]nonan-7-yl)methyl)phenyl)amino)methyl)cyclohexyl)ethanesulfonamide